NC1=NC=C(C=N1)C=1C=C(C=C(C1)N1CCOCC1)S(=O)(=O)C1CCN(CC1)C(C)=O 1-(4-((3-(2-aminopyrimidin-5-yl)-5-morpholinophenyl)sulfonyl)piperidin-1-yl)ethan-1-one